(S)-(3-amino-1-(2-((6-amino-9H-purin-9-yl)methyl)-3-bromo-5-chlorophenyl)pyrrolidin-3-yl)methanol N[C@@]1(CN(CC1)C1=C(C(=CC(=C1)Cl)Br)CN1C2=NC=NC(=C2N=C1)N)CO